C(C)[W](N=O)(N=O)C1C=CC=C1 ethylcyclopentadienyl-dinitrosotungsten